3-(3-methylbutoxy)propane-1,2-diol CC(CCOCC(CO)O)C